CN1C=NC2=C1C=CC(=C2)C(=O)NC2=NC=CC=C2 1-methyl-N-(pyridine-2-yl)-1H-benzo[d]imidazole-5-formamide